((1-cyclopropyl-3-phenyl-1H-pyrazol-4-yl)oxy)-N-(1-(tetrahydro-2H-pyran-4-yl)-1H-pyrazol-4-yl)pyridin-2-amine C1(CC1)N1N=C(C(=C1)OC=1C(=NC=CC1)NC=1C=NN(C1)C1CCOCC1)C1=CC=CC=C1